ClC=1C=C(C=2CC[C@H](C2C1)O)S(=O)(=O)NC=1C(=C(C(=CC1)F)C=1C=C2C=NC(=NC2=CC1)NC1CCN(CC1)C(=O)OC(C)(C)C)F tert-butyl 4-[(6-{3-[(1R)-6-chloro-1-hydroxy-2,3-dihydro-1H-indene-4-sulfonamido]-2,6-difluorophenyl}quinazolin-2-yl)amino]piperidine-1-carboxylate